ClC=1C=C(C=C(C1)F)C=1N(N=C2C(N(CCC21)C(=O)C=2C=C1C=CC=NC1=CC2)C)C (3-(3-chloro-5-fluorophenyl)-2,7-dimethyl-2,4,5,7-tetrahydro-6H-pyrazolo[3,4-c]pyridin-6-yl)(quinolin-6-yl)methanone